6,6-Dimethyl-6,7-dihydro-4H-pyrazolo[5,1-c][1,4]oxazine-2-carbaldehyde CC1(CN2C(CO1)=CC(=N2)C=O)C